rel-(2R,3S,4S,5R)-3-(3-(difluoromethyl)-4-fluoro-2-methoxyphenyl)-N-(6-((S*)-1,2-dihydroxyethyl)pyridin-3-yl)-4,5-dimethyl-5-(trifluoromethyl)tetrahydrofuran-2-carboxamide FC(C=1C(=C(C=CC1F)[C@H]1[C@@H](O[C@]([C@H]1C)(C(F)(F)F)C)C(=O)NC=1C=NC(=CC1)[C@@H](CO)O)OC)F |o1:9,10,12,13,29|